ClC1=CC=C(C=N1)C1=NC(=NC=C1C)NC=1C=NN(C1)C1CC1 (6-Chloropyridin-3-yl)-N-(1-cyclopropyl-1H-pyrazol-4-yl)-5-methylpyrimidin-2-amine